3-(2-chloro-5-fluoropyrimidin-4-yl)-5-fluoro-1-methyl-1H-indole ClC1=NC=C(C(=N1)C1=CN(C2=CC=C(C=C12)F)C)F